(R)-3-(3,4-dimethylphenyl)-8-((1,1-dioxido-2,3-dihydrothiophen-3-yl)amino)-5-fluoroisoquinolin-1(2H)-one CC=1C=C(C=CC1C)C=1NC(C2=C(C=CC(=C2C1)F)N[C@H]1CS(C=C1)(=O)=O)=O